tritert-butoxyalumanuide C(C)(C)(C)O[AlH-](OC(C)(C)C)OC(C)(C)C